(R)-N-[(1Z)-1-{5-ethyl-2,9-dimethylimidazo[1,2-c]quinazolin-7-yl}ethylidene]-2-methylpropane-2-sulfinamide C(C)C1=NC=2C(=CC(=CC2C=2N1C=C(N2)C)C)\C(\C)=N/[S@](=O)C(C)(C)C